C(C1=CC=CC=C1)(C1=CC=CC=C1)C1N(CCNC1)C(CCCC=1C=C(C(=NC1)C=O)O)C 5-(4-(benzhydryl-piperazin-1-yl)pentyl)-3-hydroxypyridine-carbaldehyde